6,7-dihydro-5H-cyclopenta[b]pyridin-3-amine N1=C2C(=CC(=C1)N)CCC2